C(N)(=O)C=1N(C2=CC(=CC=C2C1)OC(F)(F)F)C=1C=C2C(CN(C2=CC1)C(=O)OC(C)(C)C)CC(=O)OC tert-butyl 5-(2-carbamoyl-6-(trifluoromethoxy)-1H-indol-1-yl)-3-(2-methoxy-2-oxoethyl)indoline-1-carboxylate